(4,6-bis((diphenylmethylene)amino)pyrimidin-2-yl)methanol silicon cobalt-iron [Fe].[Co].[Si].C1(=CC=CC=C1)C(C1=CC=CC=C1)=NC1=NC(=NC(=C1)N=C(C1=CC=CC=C1)C1=CC=CC=C1)CO